N-{2,3-dimethoxy-6H,7H,8H-cyclopenta[b]1,5-naphthyridin-9-yl}-1-methylpiperidin-4-amine COC=1N=C2C(=C3C(=NC2=CC1OC)CCC3)NC3CCN(CC3)C